C(CCCCC)C(C(=O)OCCCCCCC=O)CCCCCCCC 7-oxoheptyl 2-hexyldecanoate